C(C)(C)(C)NC=1C2=C(N=C(N1)C(CCCC)=O)C=CC=N2 1-[4-(tert-butylamino)pyrido[3,2-d]pyrimidin-2-yl]pentan-1-one